CN(CCCC(=O)OC(CCCCCCCC(=O)OC(CCCCCCCC)CCCCCCCC)CCCCCCCC)C Heptadecan-9-Yl 9-((4-(Dimethylamino)Butanoyl)Oxy)Heptadecanoate